CC(C)C(C(C#C)C)O 2,4-dimethyl-5-hexyne-3-ol